C(C)(C)(C)OC(=O)C1=CC=C(C=C1)C(CC(=O)O)NC1=CC=C(C=C1)C 3-(4-(t-Butoxycarbonyl)phenyl)-3-(p-tolylamino)propionic acid